2-[(3-fluoroazetidin-3-yl)methyl]-8-methyl-N-[(2S)-tetrahydrofurane-2-ylmethyl]-4,5-dihydro-2H-furo[2,3-g]indazole-7-carboxamide FC1(CNC1)CN1N=C2C3=C(CCC2=C1)OC(=C3C)C(=O)NC[C@H]3OCCC3